N-(5-(tert-butyl)-[1,1'-biphenyl]-2-yl)-7,7,10,10-tetramethyl-7,8,9,10-tetrahydronaphtho[2,3-b]benzofuran-4-amine C(C)(C)(C)C=1C=CC(=C(C1)C1=CC=CC=C1)NC1=CC=CC=2C3=C(OC21)C=C2C(CCC(C2=C3)(C)C)(C)C